N1C=C(C2=CC=CC=C12)C=1C=N[C@@H]2CCCC[C@H]2N1 (4aR,8aR)-3-(1H-indol-3-yl)-4a,5,6,7,8,8a-hexahydroquinoxaline